O(C1=CC=CC=C1)CCN(CCC(C=CC=C)=C)CCOC1=CC=CC=C1 1-di-(phenoxyethyl)amino-3-methylenehept-4,6-diene